3-(4-(hydroxymethyl)-6-oxo-6,8-dihydro-7H-furo[2,3-e]isoindol-7-yl)piperidine-2,6-dione OCC1=C2C(=C3CN(C(C3=C1)=O)C1C(NC(CC1)=O)=O)OC=C2